ClC1=CC=C(C=N1)S 6-chloropyridine-3-thiol